FC(/C(=C/C(=O)C1=CC=C(C=C1)C#CC1=CC=CC=C1)/C1=CC=CC=C1)(F)F (E)-4,4,4-trifluoro-3-phenyl-1-(4-(phenylethynyl)phenyl)-2-buten-1-one